COS(=O)(=O)[O-].C(CCCCCCCCCC=C)(=O)NCCC[N+](C)(C)CC 3-(Dodec-11-enamido)-N-ethyl-N,N-dimethylpropan-1-aminium methyl-sulfate